BrC1=CC(=C(C=C1)S(=O)(=O)NCCC1=C(C=CC=C1)Cl)Cl 4-bromo-2-chloro-N-[2-(2-chlorophenyl)ethyl]benzene-1-sulfonamide